2-(3-fluoro-4-methoxybenzamido)-4-methoxybenzo[d]thiazole-6-carboxylic acid FC=1C=C(C(=O)NC=2SC3=C(N2)C(=CC(=C3)C(=O)O)OC)C=CC1OC